8-fluoro-3-{[2-fluoro-3-(methylaminosulfonylamino)phenyl]methyl}-7-(1,3-oxazol-2-yloxy)-3,4-dihydro-2H-1,3-benzoxazin-2-one FC1=C(C=CC=2CN(C(OC21)=O)CC2=C(C(=CC=C2)NS(=O)(=O)NC)F)OC=2OC=CN2